BrC1=C2CCNC2=CC(=C1)C 4-Bromo-6-methyl-2,3-dihydro-1H-indole